allyloxyisotridecanol C(C=C)OC(CCCCCCCCCC(C)C)O